(E)-N-[2-oxo-2-(3-oxo-5-phenylpiperazin-1-yl)ethyl]-3-[4-(trifluoromethyl)phenyl]prop-2-enamide O=C(CNC(\C=C\C1=CC=C(C=C1)C(F)(F)F)=O)N1CC(NC(C1)C1=CC=CC=C1)=O